methyl-2-naphthyl ketone CC(=O)C1=CC2=CC=CC=C2C=C1